quinoxalin-2(3H)-one N=1C(CN=C2C=CC=CC12)=O